tert-Butyl ((S)-1-(5-amino-1-((R)-tetrahydrofuran-3-yl)-1H-benzo[d]imidazol-4-yl)pyrrolidin-2-yl)methylcarbamate NC1=C(C2=C(N(C=N2)[C@H]2COCC2)C=C1)N1[C@@H](CCC1)CNC(OC(C)(C)C)=O